BrC=1C=C2CC[C@H]([C@@H](C2=CC1)O)NC(=O)[C@H]1N(C[C@@H](C1)O)C([C@H](C(C)(C)C)N1N=NC(=C1)C1CC1)=O (2S,4r)-N-[(1r,2r)-6-bromo-1-hydroxy-tetrahydronaphthalen-2-yl]-1-[(2S)-2-(4-cyclopropyltriazol-1-yl)-3,3-dimethyl-butyryl]-4-hydroxy-pyrrolidine-2-carboxamide